BrC1=C(C2=C(CC(C=3C=NNC23)(C)C)O1)C 7-bromo-4,4,8-trimethyl-4,5-dihydro-1H-furo[2,3-g]indazole